methyl N-[5-[6-[4-(4-fluorophenyl)-5-methyl-1,2,4-triazol-3-yl]-8-methyl-imidazo[1,2-a]pyridin-3-yl]-2-pyridyl]carbamate FC1=CC=C(C=C1)N1C(=NN=C1C)C=1C=C(C=2N(C1)C(=CN2)C=2C=CC(=NC2)NC(OC)=O)C